NC1=C(SC2=NC(=CN=C21)C)C(=O)N[C@@H]2CC1=CC=C(C(=C1CC2)F)N2CCNCC2 (S)-7-amino-N-(5-fluoro-6-(piperazin-1-yl)-1,2,3,4-tetrahydronaphthalen-2-yl)-3-methylthieno[2,3-b]pyrazine-6-carboxamide